C1=CC=CC=2C3=CC=CC=C3C(C12)COC(=O)N([C@H](C(=O)O)CCCN1C(CCC1)=O)C (S)-2-((((9H-fluoren-9-yl)methoxy)carbonyl)(methyl)amino)-5-(2-oxopyrrolidin-1-yl)pentanoic acid